C(=O)(O)C1=C(C=CC=C1)C=1C2=CC=C(C(=C2OC2=C(C(C=CC12)=O)I)I)O 9-(2-carboxyphenyl)-6-hydroxy-4,5-diiodo-3H-xanthen-3-one